N-[3-[[3-cyclopropyl-4-(3-methyl-4-methylsulfonyl-phenyl)-1H-pyrazolo[4,3-c]pyridin-7-yl]amino]propyl]acetamide C1(CC1)C1=NNC2=C1C(=NC=C2NCCCNC(C)=O)C2=CC(=C(C=C2)S(=O)(=O)C)C